FC1=C(C=CC=C1OC(C)C)B(O)O 2-FLUORO-3-ISOPROPOXYPHENYLBORONIC ACID